ClC=1C=NC(=NC1)CC=1C(=NC(=CC1)C(F)(F)F)Cl 5-chloro-2-[[2-chloro-6-(trifluoromethyl)-3-pyridyl]methyl]pyrimidine